OCCCN1C2=CC=CC=3C=C(N(CC1)C32)C3=NC2=C(N3OC)C(=CC(=C2)C(=O)OC)OC methyl 2-[9-(3-hydroxypropyl)-1,9-diazatricyclo[6.3.1.04,12]dodeca-2,4(12),5,7-tetraen-2-yl]-1,7-dimethoxy-benzimidazole-5-carboxylate